(S)-1-(4-methoxybenzyl)-3-(4-(1-methyl-5-oxopiperazin-2-yl)phenyl)urea COC1=CC=C(CNC(=O)NC2=CC=C(C=C2)[C@@H]2N(CC(NC2)=O)C)C=C1